C(C)(C)(C)OC(=O)N1C2CC(CC1CC2)(C(=O)O)O 8-(tert-butoxycarbonyl)-3-hydroxy-8-azabicyclo[3.2.1]octane-3-carboxylic acid